[Si](C)(C)(C(C)(C)C)OCC=1N=C(SC1)C(CN)(C)N 2-(4-(((Tert-butyldimethylsilyl)oxy)methyl)thiazol-2-yl)propane-1,2-diamine